N-(2-(3-Chloro-1-(difluoromethyl)-1H-pyrazol-4-yl)pyrimidin-4-yl)-5-isopropyl-8-((2R,3S)-2-methyl-3-((methanesulfonyl)methyl)azetidin-1-yl)isoquinolin-3-amine ClC1=NN(C=C1C1=NC=CC(=N1)NC=1N=CC2=C(C=CC(=C2C1)C(C)C)N1[C@@H]([C@H](C1)CS(=O)(=O)C)C)C(F)F